(3-(tert-butyl)-1H-pyrazol-5-yl)-3-(4-(5-(2-(4-(2-(2,6-dioxopiperidin-3-yl)-1,3-dioxoisoindol-4-yl)piperazin-1-yl)ethoxy)-1H-benzo[d]imidazol-1-yl)phenyl)urea C(C)(C)(C)C1=NNC(=C1)NC(=O)NC1=CC=C(C=C1)N1C=NC2=C1C=CC(=C2)OCCN2CCN(CC2)C2=C1C(N(C(C1=CC=C2)=O)C2C(NC(CC2)=O)=O)=O